2-((1-(2-(2-Cyclopropyl-1-oxoisoindolin-5-yl)-6-methyl-4-oxo-4H-chromen-8-yl)ethyl)amino)benzoic acid C1(CC1)N1C(C2=CC=C(C=C2C1)C=1OC2=C(C=C(C=C2C(C1)=O)C)C(C)NC1=C(C(=O)O)C=CC=C1)=O